tert-butyl 4-(((1-(6-(2-hydroxyphenyl)pyridazin-4-yl)-4-phenylpiperidin-4-yl)methyl)carbamoyl)-4-methoxypiperidine-1-carboxylate OC1=C(C=CC=C1)C1=CC(=CN=N1)N1CCC(CC1)(C1=CC=CC=C1)CNC(=O)C1(CCN(CC1)C(=O)OC(C)(C)C)OC